(R)-6-fluoro-N-hydroxy-1,2,3,5,10,10a-hexahydropyrrolo[1,2-b]isoquinoline-8-carboxamide FC1=CC(=CC=2C[C@@H]3N(CC12)CCC3)C(=O)NO